C(#N)C=1C=C(C=CC1)C1=NN(C(C2=C1OC=C2)=O)CC(=O)N(C2=CC1=C(OC(O1)(F)F)C=C2)C2CCC2 2-(7-(3-cyanophenyl)-4-oxofuro[2,3-d]pyridazin-5(4H)-yl)-N-cyclobutyl-N-(2,2-difluorobenzo[d][1,3]dioxol-5-yl)acetamide